ethyl-6-chloro-4-(((1s,4s)-4-((methylsulfonyl)oxy)cyclohexyl)amino)nicotinic acid C(C)C1=C(C(=O)O)C(=CC(=N1)Cl)NC1CCC(CC1)OS(=O)(=O)C